5-(2,2,3,3-tetrafluoropropoxy)pyridin-2-amine FC(COC=1C=CC(=NC1)N)(C(F)F)F